ClC=1C=C(CO[C@H]2C[C@H](C2)C(=O)NCC2=C(C(=C(C=C2)C(F)(F)F)C=2NC(C=C(N2)C(F)(F)F)=O)F)C=CC1 cis-3-[(3-chlorobenzyl)oxy]-N-{2-fluoro-3-[6-oxo-4-(trifluoromethyl)-1,6-dihydropyrimidin-2-yl]-4-(Trifluoromethyl)benzyl}cyclobutane-1-carboxamide